C(C)(C)N1N=C(C(=C1C)O)C1=CC(=CC=C1)C1=CC=NC=C1 1-isopropyl-3-(3-(pyridin-4-yl)phenyl)-5-methyl-pyrazol-4-ol